FC=1C=C(C=C2NC(C(=NC12)C)=O)CN1CCN(CC1)C=1C=C(C(=NC1)C(=O)NC)C 5-(4-((8-fluoro-2-methyl-3-oxo-3,4-dihydroquinoxalin-6-yl)methyl)piperazin-1-yl)-N,3-dimethylpicolinamide